C(C)(C)(C)OC(=O)NC=1SC(=C(C1C(=O)OCC)C)C(NC1=C(C=C(C=C1)C)C)=O Ethyl 2-[(tert-butoxycarbonyl)amino]-5-[(2,4-dimethylphenyl)carbamoyl]-4-methylthiophene-3-carboxylate